CC1=NC2=C(C=CC=C2C=C1)O.CC1=NC2=C(C=CC=C2C=C1)O.[Zn] zinc bis(2-methyl-8-hydroxyquinoline)